C[O-].NC1CCCCC1 cis-4-aminocyclohexane methoxide